C1(CC(C(CC1)C(C)C)N1C(CCC1)=O)C N-Menthyl-2-Pyrrolidone